[O-]S(=O)(=O)C(F)(F)F.ClC1=CC=C(C=C1)C1=CC=C(C=C1)[S+](C)C (4'-chloro-[1,1'-biphenyl]-4-yl)dimethyl-sulfonium triflate